Methyl (2E)-3-{4-[2-(5,5,8,8-tetramethyl-5,6,7,8-tetrahydronaphthalen-2-yl)-1,3-dithiolan-2-yl]phenyl}prop-2-enoate CC1(C=2C=CC(=CC2C(CC1)(C)C)C1(SCCS1)C1=CC=C(C=C1)/C=C/C(=O)OC)C